CC1=CC2=C(C(=C1)O)OC3=C(C(=C(C=C3)[C@H](CC(C)C)OC(=O)C)OC)C(=O)OC2 The molecule is a dibenzodioxocine that is the 1'-O-acetyl derivative of penicillide. It is isolated from Penicillium purpurogenum and acts as an acyl-CoA:cholesterol acyltransferase inhibitor. It has a role as an EC 2.3.1.26 (sterol O-acyltransferase) inhibitor, an antimicrobial agent and a Penicillium metabolite. It is an aromatic ether, a lactone, a member of phenols, an acetate ester and a dibenzodioxocine. It derives from an AS-186a.